ClC1=CC(=C(C=N1)C(=O)N1CC(C1)OC(F)F)N[C@@H](C)CCO (S)-(6-chloro-4-((4-hydroxybutan-2-yl)amino)pyridin-3-yl)(3-(difluoromethoxy)azetidin-1-yl)methanone